2'-chloro-N-(5-(5-(difluoro-methoxy)pyrimidine-2-carbonyl)-5,6-dihydro-4H-pyrrolo[3,4-d]thiazol-2-yl)-5'-methoxy-6-methyl-[4,4'-bipyridine]-3-carboxamide ClC1=NC=C(C(=C1)C1=C(C=NC(=C1)C)C(=O)NC=1SC2=C(N1)CN(C2)C(=O)C2=NC=C(C=N2)OC(F)F)OC